C(C)(C)(C)OC(=O)N[C@@H](C(=O)N[C@@H](C)C(=O)OCC1=CC=CC=C1)C1CC2=CC=CC=C2C1 Benzyl ((R)-2-((tert-butoxycarbonyl)amino)-2-(2,3-dihydro-1H-inden-2-yl)acetyl)-L-alaninate